(S)-2-(3-(Methoxy(methyl)amino)-3-oxopropyl)morpholine-4-carboxylate CON(C(CC[C@H]1CN(CCO1)C(=O)[O-])=O)C